NC1=NC=2C=CC(=CC2C2=C1C=NN2C)C(=O)N(N(C(OCC)=O)C)CC2=NC=C(C=C2)C(F)(F)F ethyl N-[(4-amino-1-methyl-pyrazolo[4,3-c]quinoline-8-carbonyl)-[[5-(trifluoromethyl)-2-pyridyl]methyl]amino]-N-methyl-carbamate